2-bromo-6-iodo-1,4-benzoquinone BrC=1C(C(=CC(C1)=O)I)=O